C(C)(C)(C)OC(=O)N[C@H](CN1C=2C(OCC1)=CSC2C(=O)OC)CO methyl (R)-4-(2-((tert-butoxycarbonyl)amino)-3-hydroxypropyl)-3,4-dihydro-2H-thieno[3,4-b][1,4]oxazine-5-carboxylate